tert-butyl (2R,3S,4S)-4-[(tert-butyldimethylsilyl)oxy]-3-[(4-nitrophenoxycarbonyl)oxy]-2-{[4-(1,3-thiazol-5-yloxy)phenyl]methyl}pyrrolidine-1-carboxylate [Si](C)(C)(C(C)(C)C)O[C@@H]1[C@H]([C@H](N(C1)C(=O)OC(C)(C)C)CC1=CC=C(C=C1)OC1=CN=CS1)OC(=O)OC1=CC=C(C=C1)[N+](=O)[O-]